COC([C@@H](NC(\C=C\C=1C(=NN(C1)C1=CC(=CC=C1)Cl)C1=CC=C(C=C1)OC)=O)CC1=CNC2=CC=CC=C12)=O (E)-(3-(1-(3-chlorophenyl)-3-(4-methoxyphenyl)-1H-pyrazol-4-yl)acryloyl)-L-tryptophan methyl ester